C1=C2N(CC=N1)C=CC=C2 pyrido[1,2-a]pyrazin